1-(5-((4-(2-fluoro-2-methylpropyl)piperazin-1-yl)methyl)pyrazolo[1,5-a]pyridin-3-yl)dihydropyrimidine-2,4(1H,3H)-dione FC(CN1CCN(CC1)CC1=CC=2N(C=C1)N=CC2N2C(NC(CC2)=O)=O)(C)C